N1N=CC2=CC(=CC=C12)NC1=C(C(=NC(=N1)N1C2CNCC1CC2)O)F 6-((1H-indazol-5-yl)amino)-2-(3,8-diazabicyclo[3.2.1]oct-8-yl)-5-fluoropyrimidin-4-ol